1-(4-(azetidin-3-yl)-2,6-dimethylbenzyl)-4-methylpiperidine-4-carboxylic acid methyl ester COC(=O)C1(CCN(CC1)CC1=C(C=C(C=C1C)C1CNC1)C)C